(R)-N-(2-((2-(dimethylamino)ethyl)(methyl)amino)-5-((6-(3-(3-((3-fluorobenzyl)oxy)-4-methylphenyl)isoxazolidin-2-yl)pyrimidin-4-yl)amino)-4-methoxyphenyl)acrylamide CN(CCN(C1=C(C=C(C(=C1)OC)NC1=NC=NC(=C1)N1OCC[C@@H]1C1=CC(=C(C=C1)C)OCC1=CC(=CC=C1)F)NC(C=C)=O)C)C